C(C)(C)(C)OC(=O)N1CCC(CC1)NC1=CC(=NC=N1)C(=O)[O-] 6-((1-(tert-butoxycarbonyl)piperidin-4-yl)amino)pyrimidine-4-carboxylate